[S].NCCS(=O)(=O)O taurine sulfur